F[C@@]12[C@]3(C(=CC(C=C3CC[C@H]1[C@@H]1CC([C@](C(CO)=O)([C@]1(CC2)C)O)C)=O)O)C 9-Fluoro-l-1,17,21-trihydroxy-16-methylpregna-1,4-diene-3,20-dione